N1,N1-diethyl-N3,N3-bis(3-(trimethoxysilyl)propyl)propane-1,3-diamine C(C)N(CCCN(CCC[Si](OC)(OC)OC)CCC[Si](OC)(OC)OC)CC